OCC1CN(C1)C(=O)O[C@@H]1CC[C@H](CC1)C(N(CC12CCC(CC1)(CC2)C2=CC(=C(C=C2)OC)C)C2=NC=CC(=C2)C=2C=NN(C2)C2CCC2)=O 4-((4-(1-Cyclobutyl-1H-pyrazol-4-yl)pyridin-2-yl)((4-(4-methoxy-3-methylphenyl)bicyclo[2.2.2]octan-1-yl)methyl)carbamoyl)(trans-cyclohexyl) 3-(hydroxymethyl)azetidine-1-carboxylate